BrC=1C=CC(=C(OCCNC(OC(C)(C)C)=O)C1)C(C(C)C)=O tert-butyl (2-(5-bromo-2-isobutyrylphenoxy)ethyl)carbamate